1-Heptyl-3-methyl-2-Imidazolidinon C(CCCCCC)N1C(N(CC1)C)=O